4-(((tert-butoxycarbonyl)amino)methyl)pyrrolidine-2-carboxylic acid C(C)(C)(C)OC(=O)NCC1CC(NC1)C(=O)O